N-(4-hydroxyphenyl)-2-methylbutyramide OC1=CC=C(C=C1)NC(C(CC)C)=O